Dikalium inosinat [C@]1([C@H](O)[C@H](O)[C@@H](CO)O1)(N1C=NC=2C(O)=NC=NC12)C(=O)[O-].[K+].[K+].[C@]1([C@H](O)[C@H](O)[C@@H](CO)O1)(N1C=NC=2C(O)=NC=NC12)C(=O)[O-]